2,2-bis(4-hydroxycyclohexyl)propane sodium [Na].OC1CCC(CC1)C(C)(C)C1CCC(CC1)O